(3R,4R)-3-cyclopropyl-4-ethyl-1-[6-(1-methylpyrazol-4-yl)pyrrolo[1,2-b]pyridazin-4-yl]-2-oxopyrrolidine-3-carbonitrile C1(CC1)[C@]1(C(N(C[C@@H]1CC)C=1C=2N(N=CC1)C=C(C2)C=2C=NN(C2)C)=O)C#N